O=C1NC=C(C(N1)=O)C1=CC(=C(N=N1)C#N)N1C[C@@H](CC1)CC 6-(2,4-dioxo-1H-pyrimidin-5-yl)-4-[(3R)-3-ethylpyrrolidin-1-yl]pyridazine-3-carbonitrile